NC=1C2=C(N=C(N1)Cl)N(C=C2Br)[C@@H]2CC([C@@H]1[C@H]2OC(O1)(C)C)C=O (3aR,6R,6as)-6-(4-amino-5-bromo-2-chloro-7H-pyrrolo[2,3-d]pyrimidin-7-yl)-2,2-dimethyltetrahydro-4H-cyclopenta[d][1,3]dioxole-4-carbaldehyde